Cl[C@H](CN(CC1=CC=CC=C1)C)C1=CC(=NC(=C1)C)OC(F)F (βs)-β-chloro-(difluoromethoxy)-N,6-dimethyl-N-(phenylmethyl)-4-pyridineethylamine